4-((3'-(4-acetylpiperazin-1-yl)-[1,1'-biphenyl]-4-yl)oxy)-1H-1,2,3-triazole-5-carboxylic acid C(C)(=O)N1CCN(CC1)C=1C=C(C=CC1)C1=CC=C(C=C1)OC=1N=NNC1C(=O)O